C(#N)C1=C(N=C2N(C1=O)C=C(C=C2[C@@H](C)NC2=C(C(=O)O)C=CC=C2)CC)N2CCC(CC2)(F)F (R)-2-((1-(3-cyano-2-(4,4-difluoropiperidin-1-yl)-7-ethyl-4-oxo-4H-pyrido[1,2-a]pyrimidin-9-yl)ethyl)amino)benzoic acid